ethyl 2-((2,6-difluorobenzyl)(methoxycarbonyl)amino)-4-((dimethylamino)methyl)-5-(4-(3-methoxyureido)phenyl)thiophene-3-carboxylate FC1=C(CN(C=2SC(=C(C2C(=O)OCC)CN(C)C)C2=CC=C(C=C2)NC(=O)NOC)C(=O)OC)C(=CC=C1)F